C(C=C)(=O)N1[C@H](CN(CC1)C=1C2=C(N=C(N1)OC[C@H]1N(CCC1)C)OC(CC2)C2=C(C=CC=C2O)F)CC#N 2-((2S)-1-acryloyl-4-(7-(2-fluoro-6-hydroxyphenyl)-2-(((S)-1-methylpyrrolidin-2-yl)methoxy)-6,7-dihydro-5H-pyrano[2,3-d]pyrimidin-4-yl)piperazin-2-yl)acetonitrile